C(C)(=O)C1=C(C=C(C=C1)Cl)C1=CC(N(C=C1OC)C(C(=O)NC1=CC=C(C(=O)O)C=C1)CCCC)=O 4-(2-(4-(2-acetyl-5-chlorophenyl)-5-methoxy-2-oxopyridin-1(2H)-yl)hexanoylamino)benzoic acid